(2R,3R,4R,5S)-2-(hydroxymethyl)-1-{2-[4-(2-{[4-(1H-imidazol-2-yl)-2-nitrophenyl]amino}ethyl)phenyl]ethyl}piperidine-3,4,5-triol OC[C@H]1N(C[C@@H]([C@H]([C@@H]1O)O)O)CCC1=CC=C(C=C1)CCNC1=C(C=C(C=C1)C=1NC=CN1)[N+](=O)[O-]